(R)-4-((1-(3-(difluoromethyl)-2-fluorophenyl)ethyl)amino)-6-(1-(fluoromethyl)cyclopropyl)-2-methyl-8-(((3-methyloxetan-3-yl)methyl)amino)pyrido[4,3-d]pyrimidine-7(6H)-one FC(C=1C(=C(C=CC1)[C@@H](C)NC=1C=2C(N=C(N1)C)=C(C(N(C2)C2(CC2)CF)=O)NCC2(COC2)C)F)F